iron-manganese gallate C(C1=CC(O)=C(O)C(O)=C1)(=O)[O-].[Mn+2].[Fe+2].C(C1=CC(O)=C(O)C(O)=C1)(=O)[O-].C(C1=CC(O)=C(O)C(O)=C1)(=O)[O-].C(C1=CC(O)=C(O)C(O)=C1)(=O)[O-]